3-[4-[4-(1H-benzotriazole-1-yl)butyl]piperazine-1-yl]benzisothiazole hydrochloride Cl.N1(N=NC2=C1C=CC=C2)CCCCN2CCN(CC2)C2=NSC1=C2C=CC=C1